Tert-butyl (S)-4-((S)-2-(6-(2-ethyl-5-fluoro-4-hydroxyphenyl)-1H-indazol-3-yl)-5-methyl-4,5,6,7-tetrahydro-3H-imidazo[4,5-c]pyridine-6-carbonyl)-3-methylpiperazine-1-carboxylate C(C)C1=C(C=C(C(=C1)O)F)C1=CC=C2C(=NNC2=C1)C1=NC2=C(CN([C@@H](C2)C(=O)N2[C@H](CN(CC2)C(=O)OC(C)(C)C)C)C)N1